C(C1=CC(OC)=C(O)C=C1)C(C(=O)[O-])C1=CC=CC=C1 Vanillylphenylacetat